COC(C[C@@H](CNC(CN1C(C(C2=C(C(=CC(=C12)F)C1CC1)F)(C)C)=O)=O)F)=O (S)-4-(2-(5-cyclopropyl-4,7-difluoro-3,3-dimethyl-2-oxoindol-1-yl)acetamido)-3-fluorobutyric acid methyl ester